C(C)(=O)N1C=C(CC1)C1=CC2=C(N=CN=C2N[C@H](C#C)C2=C(C(=CC=C2)C(F)F)F)N(C1=O)C 6-(1-acetyl-4,5-dihydro-1H-pyrrol-3-yl)-4-{[(1R)-1-[3-(difluoromethyl)-2-fluorophenyl]prop-2-yn-1-yl]amino}-8-methyl-7H,8H-pyrido[2,3-d]pyrimidin-7-one